C(C(C)C)C=1C=C(N2C1C1=CC(=C(C=C1CC2)OC)C=2N=NN(N2)C)C(=O)N2[C@@](CCC2)([C@H](CC(F)(F)F)O)C (1-isobutyl-8-methoxy-9-(2-methyl-2H-tetrazol-5-yl)-5,6-dihydropyrrolo[2,1-a]isoquinolin-3-yl)((S)-2-methyl-2-((S)-3,3,3-trifluoro-1-hydroxypropyl)pyrrolidin-1-yl)methanone